acryloyloxy eicosyl phosphate P(=O)(OOC(C=C)=O)(OCCCCCCCCCCCCCCCCCCCC)[O-]